FC=1C=C2[C@H](NC=3C=CN4N=CC(C(NC[C@]5(OC2=C(C1)C5)COC)=O)=C4N3)C (3R,11S)-6-fluoro-11-(methoxymethyl)-3-methyl-10-oxa-2,13,17,18,21-pentaazapentacyclo[13.5.2.18,11.04,9.018,22]tricosa-1(21),4,6,8,15(22),16,19-heptaen-14-one